3-(3-fluoro-1-bicyclo[1.1.1]pentanyl)urea FC12CC(C1)(C2)NC(N)=O